2-bromo-5-fluoro-benzotrifluoride BrC1=C(C=C(C=C1)F)C(F)(F)F